5-bromo-8-fluoro-3-(2-(trifluoromethyl)benzyl)quinazoline BrC=1C2=CN(CN=C2C(=CC1)F)CC1=C(C=CC=C1)C(F)(F)F